ClC(CO)CO 2-chloro-1,3-propanediol